COC([C@H]1N(CCC1)C(CCl)=O)=O N-chloroacetyl-proline methyl ester